(R)-N-(1-phenylethyl)-3-iodopyrazolo[1,5-a]pyrimidin-5-amine C1(=CC=CC=C1)[C@@H](C)NC1=NC=2N(C=C1)N=CC2I